2-(((1r,4r)-4-(((3-fluorophenyl)(5-methylthiophen-2-yl)carbamoyloxy)methyl)cyclohexyl)methoxy)acetic acid FC=1C=C(C=CC1)N(C(=O)OCC1CCC(CC1)COCC(=O)O)C=1SC(=CC1)C